FC(C(=O)O)(F)F.NCCCOC1=CC=C(C=C1)[C@@H]1CC[C@H](CC1)OC=1N=NNC1C(=O)O 4-(((trans)-4-(4-(3-aminopropoxy)phenyl)cyclohexyl)oxy)-1H-1,2,3-triazole-5-carboxylic acid 2,2,2-trifluoroacetate